(R)-3-((3-(4-aminopyrido[2,3-d]pyrimidin-6-yl)phenyl)ethynyl)-3-hydroxy-1-methylpyrrolidin-2-one NC=1C2=C(N=CN1)N=CC(=C2)C=2C=C(C=CC2)C#C[C@]2(C(N(CC2)C)=O)O